Methyl 3-(1,3-dihydro-2-benzothiophen-5-ylamino)5-methyl-6-(1-methylbenzimidazol-4-yl)pyrazine-2-carboxylate C1SCC2=C1C=CC(=C2)NC=2C(=NC(=C(N2)C)C2=CC=CC=1N(C=NC12)C)C(=O)OC